tert-butyl 4-(4-amino-5-carbamoyl-1-(2-fluoro-4-((4-(trifluoromethyl)pyridin-2-yl)carbamoyl)phenyl)-1H-pyrrol-3-yl)piperidine-1-carboxylate NC=1C(=CN(C1C(N)=O)C1=C(C=C(C=C1)C(NC1=NC=CC(=C1)C(F)(F)F)=O)F)C1CCN(CC1)C(=O)OC(C)(C)C